6-Chloro-5-fluoro-2-((2-isopropyl-4-methylpyridin-3-yl)amino)nicotinic acid ClC1=NC(=C(C(=O)O)C=C1F)NC=1C(=NC=CC1C)C(C)C